3-chloro-N,N-dimethyl-1-propylamine hydrochloride Cl.ClCCCN(C)C